trans-N-(6-(1,2-dimethyl-1H-imidazol-5-yl)isoquinolin-3-yl)-4-formylcyclohexane-1-carboxamide CN1C(=NC=C1C=1C=C2C=C(N=CC2=CC1)NC(=O)[C@@H]1CC[C@H](CC1)C=O)C